2-[[4-[(7-morpholino-[1,2,4]triazolo[1,5-c]pyrimidin-5-yl)oxy]cyclohexyl]amino]pyridine-3-carbonitrile O1CCN(CC1)C1=CC=2N(C(=N1)OC1CCC(CC1)NC1=NC=CC=C1C#N)N=CN2